N1(CCNCC1)C=1C=NC=2CCCCC2C1 3-(piperazin-1-yl)-5,6,7,8-tetrahydroquinolin